6-bromo-1-(pentyloxy)isoquinoline BrC=1C=C2C=CN=C(C2=CC1)OCCCCC